(1-((20Z,23Z)-10-((8Z,11Z)-heptadeca-8,11-dien-1-yl)-8,8-dimethyl-7,9,11-trioxa-8-silanonacosa-20,23-dien-1-yl)piperidin-4-yl)methanol C(CCCCCC\C=C/C\C=C/CCCCC)C(O[Si](OCCCCCCN1CCC(CC1)CO)(C)C)OCCCCCCCC\C=C/C\C=C/CCCCC